Methyl (2-((3-chloro-4-(4-(5-cyano-2-((1-(methylsulfonyl)piperidin-4-yl)amino)pyrimidin-4-yl)-1H-pyrazol-1-yl)benzyl)amino)cyclohexyl)carbamate ClC=1C=C(CNC2C(CCCC2)NC(OC)=O)C=CC1N1N=CC(=C1)C1=NC(=NC=C1C#N)NC1CCN(CC1)S(=O)(=O)C